BrC=1C=CC2=C(N=C(O2)NC(C)C)C1 5-bromo-N-isopropylbenzo[d]oxazol-2-amine